Cl.O1C=C(C2=C1C=CC=C2)C[C@H](N)B2OC(C(O2)(C)C)(C)C (R)-2-(benzofuran-3-yl)-1-(4,4,5,5-tetramethyl-1,3,2-dioxaborolan-2-yl)ethan-1-amine hydrochloride